2-amino-5-(2-chloro-6-fluorophenyl)-4-oxo-4,5-dihydrofuran-3-yl-5-d phenylmethanesulfonate C1(=CC=CC=C1)CS(=O)(=O)OC1=C(OC(C1=O)([2H])C1=C(C=CC=C1F)Cl)N